FC=1C=C(C(=O)NCC=2N=NN3N=CC=CC32)C=CC1OC(F)(F)F 3-fluoro-N-([1,2,3]triazolo[1,5-b]pyridazin-3-ylmethyl)-4-(trifluoromethoxy)benzamide